C(CCCCCC)C(C#CC(=O)O)CCCCCCC.C(CCCCCCCCC=C)(=O)OC=CCCCCC heptenyl undecylenate (heptanyl undecynate)